ClC1=CC=C(C(=C1OC1=NC=CC=C1C1=NC(=NC=C1)N[C@@H]1CN(CCC1)C(=O)OC(C)(C)C)F)NS(=O)(=O)CC1=CC=CC=C1 (S)-tert-Butyl 3-((4-(2-(6-chloro-2-fluoro-3-(phenylmethylsulfonamido)phenoxy)pyridin-3-yl)pyrimidin-2-yl)amino)piperidine-1-carboxylate